N-(3-phenylpiperidin-3-yl)-4-(trifluoromethoxy)benzene-sulfonamide C1(=CC=CC=C1)C1(CNCCC1)NS(=O)(=O)C1=CC=C(C=C1)OC(F)(F)F